4-[(5-chloro-4-methyl-2-sulfonyl-phenyl)azo]-3-hydroxy-2-naphthoic acid barium [Ba].ClC=1C(=CC(C(C1)N=NC1=C(C(=CC2=CC=CC=C12)C(=O)O)O)=S(=O)=O)C